[Cl-].[Cl-].ClN1C(CCC1=O)=O N-chlorosuccinimide dichloride